NC1=C2C(=NC=N1)N(N=C2C(CO)O)C(C)C=2C(=C(C(=C(C2)Cl)F)C2CN(C2)C(=O)OC(C)(C)C)OC tert-Butyl 3-(3-{1-[4-amino-3-(1,2-dihydroxyethyl)-1H-pyrazolo[3,4-d]pyrimidin-1-yl]ethyl}-5-chloro-6-fluoro-2-methoxyphenyl)azetidine-1-carboxylate